C[C@H]1N(CCOC1)C1=NC2=C(N=CC=C2C(=C1)N1CCOCC1)C1=CC=NN1 2-[(3R)-3-methylmorpholin-4-yl]-4-(morpholin-4-yl)-8-(1H-pyrazol-5-yl)-1,7-naphthyridine